perfluorophenyl 4-fluoro-1-(5-fluoro-2-methoxy-4-((1R,2R)-2-(trifluoromethyl)cyclopropyl)phenyl)-2-oxo-1,2-dihydroquinoline-6-sulfonate FC1=CC(N(C2=CC=C(C=C12)S(=O)(=O)OC1=C(C(=C(C(=C1F)F)F)F)F)C1=C(C=C(C(=C1)F)[C@H]1[C@@H](C1)C(F)(F)F)OC)=O